[Si](C)(C)(C(C)(C)C)OC=1C=CC(=NC1)NS(=O)(=O)CCCCCC(C)C N-[5-[(tert-butyldimethylsilyl)oxy]pyridin-2-yl]-6-methylheptane-1-sulfonamide